C(C=C)(=O)N1CC2(C1)CN(CC2)C2=NC(=NC(=C2C#N)C2=C1C=NNC1=CC=C2C)OCCC2=NC=CC=N2 4-(2-acryloyl-2,6-diazaspiro[3.4]octan-6-yl)-6-(5-methyl-1H-indazol-4-yl)-2-(2-(pyrimidin-2-yl)ethoxy)pyrimidine-5-carbonitrile